4-(Chloromethyl)-1-(1-methyl-4-(trifluoromethyl)-1H-imidazol-2-yl)piperidine hydrochloride Cl.ClCC1CCN(CC1)C=1N(C=C(N1)C(F)(F)F)C